C=12C=3C=NN(CCCCOCCCOC=4C=CC(NN1)=C2C4)C3 10,14-dioxa-4,5,19,20-tetraazatetracyclo[13.5.2.12,5.018,21]tricosa-1(20),2(23),3,15(22),16,18(21)-hexaene